1-[(4-chlorophenyl)methyl]-3-[4-(pyrrolidin-3-yl)phenyl]urea ClC1=CC=C(C=C1)CNC(=O)NC1=CC=C(C=C1)C1CNCC1